3-oxo-3-(4-bromophenyl)-propanal O=C(CC=O)C1=CC=C(C=C1)Br